C(C)OC(=O)C=1C=C2NC(C(N(C2=CC1Br)C)=O)=O.OC1=C(C=CC=C1)C(=O)C1=CN=C2N1C=CC(=C2)C(F)(F)F (2-hydroxyphenyl)(7-(trifluoromethyl)imidazo[1,2-a]pyridin-3-yl)methanone ethyl-7-bromo-1-methyl-2,3-dioxo-1,2,3,4-tetrahydroquinoxaline-6-carboxylate